C(C)OP(=O)(OCC)CS(=O)(=O)C1CN(CCC1)C(=O)OC(C)(C)C tert-butyl 3-(((diethoxyphosphoryl)methyl)sulfonyl)piperidine-1-carboxylate